ClC=1C=C(C=CC1F)N1CCOCC[C@H](NC(C2=NC3=C1C=CN=C3C=C2)=O)C (7R)-1-(3-chloro-4-fluorophenyl)-7-methyl-2,3,5,6,7,8-hexahydro-10,12-ethenopyrido[4,3-e][1,4,7,10]oxatriazacyclotridecin-9(1H)-one